tert-Butyl 2-((6-(trifluoromethyl)pyridin-3-yl)methyl)hydrazinecarboxylate FC(C1=CC=C(C=N1)CNNC(=O)OC(C)(C)C)(F)F